C[C@@H]1C[C@H](C2=NC=CC=C2O1)CNC(OC(C)(C)C)=O |r| rac-tert-butyl {[(2R,4S)-2-methyl-3,4-dihydro-2H-pyrano[3,2-b]pyridin-4-yl]methyl}carbamate